N-[6-chloro-5-(2-methoxyphenoxy)[2,2'-bipyrimidin]-4-yl]-4-tert-butyl-benzenesulfonamide ClC1=C(C(=NC(=N1)C1=NC=CC=N1)NS(=O)(=O)C1=CC=C(C=C1)C(C)(C)C)OC1=C(C=CC=C1)OC